C1(CCC1)C=1N=CC2=C(N1)NC=C2C=2C=CC=1N(N2)C(=CN1)C 2-cyclobutyl-5-(3-methylimidazo[1,2-b]pyridazin-6-yl)-7H-pyrrolo[2,3-d]pyrimidine